C(=C)C1=CC=C(C=C1)COCCOC(CC(C)=O)=O.CN(S(=O)=O)CC1=C(C=CC=C1C(F)(F)F)[N+](=O)[O-] N-methyl-N-(2-nitro-6-(trifluoromethyl)phenyl)methylsulfonamide 2-[(4-vinylphenyl)methoxy]ethyl-3-oxobutanoate